COC(=O)C1=C(C=2N(N=C1)C=C(N2)C)C(C)OC 8-(1-methoxyethyl)-2-methylimidazo[1,2-b]pyridazine-7-carboxylic acid methyl ester